3-methyl-2-(4-(1-(8-methyl-8H-thieno[2,3-b]indole-2-carboxamido)cyclopentyl)phenyl)butanoic acid CC(C(C(=O)O)C1=CC=C(C=C1)C1(CCCC1)NC(=O)C1=CC2=C(N(C3=CC=CC=C23)C)S1)C